2-amino-N-(4-cyanobenzyl)-3-methyl-N-((1R)-1-(2-pyrimidinyl)ethyl)-6-quinolinecarboxamide NC1=NC2=CC=C(C=C2C=C1C)C(=O)N([C@H](C)C1=NC=CC=N1)CC1=CC=C(C=C1)C#N